N1C(=NC2=C1C=CC=C2)NC(C2=CC(=CC=C2)C#N)=O N-(1H-benzo[d]imidazol-2-yl)-3-cyanobenzamide